CC=1OC(=CC1C(=O)OC)C1=CC=2N(C=C1)N=CC2C=2C(=NN(C2C)C)C methyl 2-methyl-5-[3-(1,3,5-trimethylpyrazol-4-yl) pyrazolo[1,5-a]pyridin-5-yl]furan-3-carboxylate